4-benzyl-1,7-dimethyl-3,4-dihydroquinolin-2(1H)-one C(C1=CC=CC=C1)C1CC(N(C2=CC(=CC=C12)C)C)=O